FC(N1N=C(C(=C1)F)S(=O)(N)=NC(NC1=C2C(=CC=3CCCC13)CC2)=O)F 1-(Difluoromethyl)-4-fluoro-N'-((2,4,5,6-tetrahydro-1H-cyclobuta[f]inden-3-yl)carbamoyl)-1H-pyrazole-3-sulfonimidamide